ClC1=CC(=C(C=C1)S(=O)(=O)N1C[C@@H]([C@](C1)(CO)O)OC1=CC(=C(C#N)C=C1)F)C#N 4-(((3S,4S)-1-((4-chloro-2-cyanophenyl)sulfonyl)-4-hydroxy-4-(hydroxymethyl)pyrrolidin-3-yl)oxy)-2-fluorobenzonitrile